C(CCCC)C(C(=O)O)CC.C(#N)C=1C=C(C=CC1)C1=CN=CC(=N1)C1=CC(=CS1)NC(CCCC)=O N-{5-[6-(3-cyanophenyl)pyrazin-2-yl]thiophen-3-yl}pentanamide 2-Pentyl-Butyrate